C(=O)[O-].C1(CCC1)C(OC(C(=O)OC1CC2CCC(C1)[N+]21CCCC1)(C1=CC=CC=C1)C1=CC=CC=C1)OC(=O)OCC 3-(2-(Cyclobutyl((ethoxycarbonyl)oxy)methoxy)-2,2-diphenylacetoxy)spiro[bicyclo[3.2.1]octane-8,1'-pyrrolidin]-1'-ium formate